(E)-7-bromo-5-fluoro-2',3',5',6'-tetrahydrospiro[chromane-2,4'-pyran]-4-one oxime BrC1=CC(=C2/C(/CC3(CCOCC3)OC2=C1)=N/O)F